N-(4-((4-([1,2,4]triazolo[1,5-a]pyridin-7-yloxy)-2-(2-hydroxypropan-2-yl)phenyl)amino)-7-methoxyquinazolin-6-yl)acrylamide N=1C=NN2C1C=C(C=C2)OC2=CC(=C(C=C2)NC2=NC=NC1=CC(=C(C=C21)NC(C=C)=O)OC)C(C)(C)O